(4-bromophenyl)-5-methoxy-1,3-dihydrospiro[indene-2,3'-pyrrolidine] BrC1=CC=C(C=C1)N1CC2(CC1)CC1=CC=C(C=C1C2)OC